(S)-1-[(S)-1-(di-t-butylphosphino)ethyl]-2-[(S)-phenylphosphino]ferrocene ethyl-3-((tert-butylsulfinyl)amino)-3-(3-(4-fluorophenyl)bicyclo[1.1.1]pentan-1-yl)propanoate C(C)OC(CC(C12CC(C1)(C2)C2=CC=C(C=C2)F)NS(=O)C(C)(C)C)=O.C(C)(C)(C)P([C@@H](C)[C-]2C(=CC=C2)PC2=CC=CC=C2)C(C)(C)C.[CH-]2C=CC=C2.[Fe+2]